di-tert-butyl ((6-amino-1-(tert-butoxy)-1-oxohexane-2-yl)carbamoyl)-L-glutamate NCCCCC(C(=O)OC(C)(C)C)NC(=O)N[C@@H](CCC(=O)OC(C)(C)C)C(=O)OC(C)(C)C